N-(4-(4,5-dimethyl-4H-1,2,4-triazol-3-yl)-2-methoxyphenyl)-6-methyl-8-(1-oxa-6-azaspiro[3.3]heptan-6-yl)pyrido[3,4-d]pyrimidin-2-amine CN1C(=NN=C1C)C1=CC(=C(C=C1)NC=1N=CC2=C(N1)C(=NC(=C2)C)N2CC1(CCO1)C2)OC